6-{5-chloro-2-[(oxacyclohex-4-yl)amino]pyrimidin-4-yl}-2-{2-[(1S)-5-(hydroxymethyl)-1-methyl-1,2,3,4-tetrahydroisoquinolin-2-yl]-2-oxoethyl}-2,3-dihydro-1H-isoindol-1-one ClC=1C(=NC(=NC1)NC1CCOCC1)C1=CC=C2CN(C(C2=C1)=O)CC(=O)N1[C@H](C2=CC=CC(=C2CC1)CO)C